C(C1=CC=CC=C1)(=O)N1CCC2(CCN(C2=O)CC2=CC(=CC=C2)Cl)CC1 8-benzoyl-2-(3-chlorobenzyl)-2,8-diazaspiro[4.5]decan-1-one